C1(C=CC(=O)O1)=O Butenedioic anhydride